C1(=CC=CC=C1)OC(CNC1=C(C=CC=C1)O)=O N-(2-hydroxyphenyl)-glycine phenyl ester